BrC=1C=C(C=C(C1)C1=CC=C(C=C1)Cl)C1=CC=CC=C1 5'-bromo-4-chloro-1,1':3',1''-terphenyl